nitrophenylcarbodiimide [N+](=O)([O-])N=C=NC1=CC=CC=C1